C(C)(C)(C)OC(CC[C@@H](C(=O)O)NC(=O)OC1C2=CC=CC=C2C=2C=CC=CC12)=O (2S)-5-(tert-butoxy)-2-{[(9H-fluoren-9-yloxy)carbonyl]amino}-5-oxopentanoic acid